tert-butyl (S)-methyl(6-(methylthio)-2,3-dihydrobenzofuran-3-yl)carbamate CN(C(OC(C)(C)C)=O)[C@@H]1COC2=C1C=CC(=C2)SC